5-ethyl-N-pyrimidin-4-yl-6-[rac-(1S,2S,4S)-2-(dimethyl-amino)-4-[3-(trifluoromethyl)-phenyl]cyclohexoxy]pyridine-3-sulfonamide formate salt C(=O)O.C(C)C=1C=C(C=NC1O[C@@H]1[C@H](C[C@H](CC1)C1=CC(=CC=C1)C(F)(F)F)N(C)C)S(=O)(=O)NC1=NC=NC=C1 |r|